OC(CCNC(CN1N=C(N2C(C1=O)=CC1=C2N=CS1)C(C)C)=O)(C)C N-(3-Hydroxy-3-methylbutyl)-2-(5-isopropyl-8-oxothiazolo[5',4':4,5]pyrrolo[1,2-d][1,2,4]triazin-7(8H)-yl)acetamid